5-(2-Acetamidoimidazo[1,2-b]pyridazin-6-yl)-2-methylnicotinic acid, lithium salt [Li+].C(C)(=O)NC=1N=C2N(N=C(C=C2)C=2C=NC(=C(C(=O)[O-])C2)C)C1